(phenylcarbazolyl)[(diphenyltriazinyl)phenyl]indolocarbazole C1(=CC=CC=C1)C1=C(C=2NC3=CC=CC=C3C2C=C1)C=1C(=C2C(=CC1)N=C1C=CC3=C4C=CC=CC4=NC3=C12)C1=C(C=CC=C1)C1=NN=NC(=C1C1=CC=CC=C1)C1=CC=CC=C1